ethyl 4-(3-((tert-butyldimethylsilyl) oxy)-1-(pyridin-2-yl) prop-1-en-1-yl)-6-methyl-7-oxo-1-tosyl-6,7-dihydro-1H-pyrrolo[2,3-c]pyridine-2-carboxylate [Si](C)(C)(C(C)(C)C)OCC=C(C1=NC=CC=C1)C=1C2=C(C(N(C1)C)=O)N(C(=C2)C(=O)OCC)S(=O)(=O)C2=CC=C(C)C=C2